benzyl 2-(3-chloro-4-cyanophenyl)-4-(cyclopropylmethoxy)piperidine-1-carboxylate ClC=1C=C(C=CC1C#N)C1N(CCC(C1)OCC1CC1)C(=O)OCC1=CC=CC=C1